4-[(E)-3-Oxo-3-(4-pyrrolidin-1-ylsulfonylphenyl)prop-1-enyl]benzoic acid O=C(/C=C/C1=CC=C(C(=O)O)C=C1)C1=CC=C(C=C1)S(=O)(=O)N1CCCC1